Methyl 3-(di(tert-butoxycarbonyl)amino)-6-vinylpyrazine-2-carboxylate C(C)(C)(C)OC(=O)N(C=1C(=NC(=CN1)C=C)C(=O)OC)C(=O)OC(C)(C)C